N1(CCCC1)C1CCN(CC1)C1=CC=C(N)C=C1 4-(4-(pyrrolidin-1-yl)piperidin-1-yl)aniline